C(C)(=O)OCC(C(CCC=C(C)C)C)=C 3,7-dimethyl-2-methyleneoct-6-enyl acetate